N-methyl-butyl-pyrrolidinium bis(trifluoromethylsulfonyl)imide [N-](S(=O)(=O)C(F)(F)F)S(=O)(=O)C(F)(F)F.C[N+]1(CCCC1)CCCC